5-methoxy-3-((6-nitro-1H-indol-3-yl)methyl)-1H-indole COC=1C=C2C(=CNC2=CC1)CC1=CNC2=CC(=CC=C12)[N+](=O)[O-]